8-[2-(aminomethyl)pyrimidin-5-yl]-5-[(5-fluoro-2,3-dihydrobenzofuran-4-yl)methylamino]imidazo[1,2-c]pyrimidine-2-carbonitrile NCC1=NC=C(C=N1)C=1C=2N(C(=NC1)NCC1=C(C=CC3=C1CCO3)F)C=C(N2)C#N